O1CCN(CC1)C=1C=NN2C1C(NCC2)=O 3-morpholino-6,7-dihydropyrazolo[1,5-a]pyrazin-4(5H)-one